6-(Azetidin-1-yl)-N-(2,2-dimethyl-2,3-dihydro-1-benzofuran-7-sulfonyl)-4-fluoro-1-benzofuran-2-carboxamide N1(CCC1)C1=CC2=C(C=C(O2)C(=O)NS(=O)(=O)C2=CC=CC=3CC(OC32)(C)C)C(=C1)F